1-(4-Fluoro-3-iodobenzyl)-4-(5-morpholino-1H-pyrrolo[2,3-b]pyridinyl)pyridin-2(1H)-one FC1=C(C=C(CN2C(C=C(C=C2)N2C=CC=3C2=NC=C(C3)N3CCOCC3)=O)C=C1)I